C(C)N1C(NC2=C(C1=O)N=CC(=C2)CN2CCN(CC2)C=2C=CC(=NC2C)C(=O)NC)=O 5-(4-((3-ethyl-2,4-dioxo-1,2,3,4-tetrahydropyrido[3,2-d]pyrimidin-7-yl)methyl)piperazin-1-yl)-N,6-dimethylpyridinecarboxamide